N-{[4-(cyclohexanesulfonyl)phenyl]methyl}-1H-pyrrolo[3,2-c]pyridine-2-carboxamide C1(CCCCC1)S(=O)(=O)C1=CC=C(C=C1)CNC(=O)C1=CC=2C=NC=CC2N1